C(C(C(C(C(C(C(=O)O)O)O)O)O)O)O heptonic acid